(R)-1-(tert-butyl)-3-(4-(3-(difluoromethyl)benzyl)-8-fluoro-2-methyl-3-oxo-6-(trifluoromethyl)-3,4-dihydro-2H-benzo[b][1,4]oxazin-7-yl)urea C(C)(C)(C)NC(=O)NC=1C(=CC2=C(O[C@@H](C(N2CC2=CC(=CC=C2)C(F)F)=O)C)C1F)C(F)(F)F